3-(trifluoromethyl)-5(4H)-isoxazolone FC(C1=NOC(C1)=O)(F)F